C(CCCCCCC)SCCCCCCCCCN(CCO)CCCCCCCCCSCCCCCCCC 2-(bis(9-(octylthio)nonyl)amino)ethan-1-ol